8-methoxy-N-[(2-2H)propan-2-yl]-7-[3-(pyrrolidin-1-yl)propoxy]-1H,2H,3H-cyclopenta[c]quinolin-4-amine hydrochloride Cl.COC1=CC=2C3=C(C(=NC2C=C1OCCCN1CCCC1)NC(C)(C)[2H])CCC3